dichloroacetic acid, 4-hexadecyl ester ClC(C(=O)OC(CCC)CCCCCCCCCCCC)Cl